[1-(2-fluoro-6-formyl-phenyl)-piperidin-4-yl]-carbamic acid tert-butyl ester C(C)(C)(C)OC(NC1CCN(CC1)C1=C(C=CC=C1C=O)F)=O